C(\C=C\C=CCC)=O E-2,4-heptadienal